4,11-bis(4-(tert-butyl)phenyl)-6-cyano-5-(2-morpholinoethyl)imidazo[1',2':1,6]pyrido[3,4-e]imidazo[1,2-a]pyrazin-5-ium iodide [I-].C(C)(C)(C)C1=CC=C(C=C1)C=1C=2N(C=3C([N+]1CCN1CCOCC1)=C(N1C(C3C3=CC=C(C=C3)C(C)(C)C)=NC=C1)C#N)C=CN2